(1S,4aS,8aS)-5,5,8a-trimethyl-2-methylenedecahydronaphthalen CC1([C@@H]2CCC(C[C@@]2(CCC1)C)=C)C